CC1(C=2C=CC(=CC2C(CC1)(C)C)NC=1C=CC2=C(OC3=C2C=CC=C3)C1)C N-(5,5,8,8-tetramethyl-5,6,7,8-tetraHydronaphthalen-2-yl)dibenzo[b,d]furan-3-amine